C(C)(C)(C)[C@@H]1N=C(OC1)C=1N=C2N(C=CC(=C2)C)C1 (S)-4-(tert-butyl)-2-(7-methylimidazo[1,2-a]pyridin-2-yl)-4,5-dihydrooxazole